P(O)(=O)(OP(=O)(O)OP(=O)(O)O)OC[C@@H]1[C@H]([C@H]([C@@H](O1)N1C(=O)N(C(=O)C=C1)C(C)=O)O)O N-acetyluridine-5'-triphosphate